benzyl (2R,3S,5R)-2-((((1S,3S,6R)-6-(5-fluoropyrimidin-2-yl)bicyclo[4.1.0]heptan-3-yl)oxy)methyl)-5-methyl-3-(2,2,2-trifluoroacetamido)pyrrolidine-1-carboxylate FC=1C=NC(=NC1)[C@]12CC[C@@H](C[C@@H]2C1)OC[C@@H]1N([C@@H](C[C@@H]1NC(C(F)(F)F)=O)C)C(=O)OCC1=CC=CC=C1